[N+](=O)([O-])C1=CC=C(OC(=O)OCCC(CCC(=O)OCC2=CC=CC=C2)CCCC)C=C1 benzyl 4-[2-(4-nitrophenoxy)carbonyloxyethyl]octanoate